(S)-2-((5-(4-(4-isobutyl-4H-1,2,4-triazol-3-yl)phenyl)pyridin-2-yl)amino)-6,6a,7,8-tetrahydro-9H-pyrido[2,3-b]pyrrolo[1,2-d][1,4]oxazin-9-one C(C(C)C)N1C(=NN=C1)C1=CC=C(C=C1)C=1C=CC(=NC1)NC1=CC2=C(OC[C@H]3N2C(CC3)=O)N=C1